2-fluoro-4-{3-[3-(3-methoxybenzenesulfonyl)propanoyl]-3,8-diazabicyclo[3.2.1]octan-8-yl}benzonitrile FC1=C(C#N)C=CC(=C1)N1C2CN(CC1CC2)C(CCS(=O)(=O)C2=CC(=CC=C2)OC)=O